The molecule is a 1,2-diacyl-sn-glycerol 3-phosphate(2-) obtained by deprotonation of the phosphate OH groups of 1-(gamma-linolenoyl)-2-oleoyl-sn-glycero-3-phosphate. It is a conjugate base of a 1-(gamma-linolenoyl)-2-oleoyl-sn-glycero-3-phosphate. CCCCCCCC/C=C\\CCCCCCCC(=O)O[C@H](COC(=O)CCCC/C=C\\C/C=C\\C/C=C\\CCCCC)COP(=O)([O-])[O-]